C(C)(C)(C)N1[C@](C[C@@H](C1)O)(CC(=C)CCl)C 1-(tert-butyl)2-methyl-(2S,4S)-2-(2-(chloromethyl)allyl)-4-hydroxypyrrolidine